6-(3-methyloxetan-3-yl)pyrido[4,3-d]pyrimidin-7(6H)-one CC1(COC1)N1C=C2C(N=CN=C2)=CC1=O